racemic-(trans)-N-[8-amino-6-(2,6-difluorophenyl)-2,7-naphthyridin-3-yl]-2-(1-methyl-1H-pyrazol-4-yl)cyclopropane-1-carboxamide NC=1N=C(C=C2C=C(N=CC12)NC(=O)[C@H]1[C@@H](C1)C=1C=NN(C1)C)C1=C(C=CC=C1F)F